C12CC(CC(C1)C2)C=O bicyclo[3.1.1]heptane-3-carbaldehyde